CN(C(CC1=CC=C(C=C1)N1CCOCC1)(CC)CC1=CC=C(C=C1)C)C 2-dimethylamino-2-(4-methylbenzyl)-1-(4-morpholino-phenyl)-butane